NC=1CN(C=C(C1)C1CC1)C1COCCC1 3-amino-5-cyclopropyl-1-(tetrahydro-2H-pyran-3-yl)pyridin